1-(4-(3-Chlorobenzamido)phenyl)cyclobutan ClC=1C=C(C(=O)NC2=CC=C(C=C2)C2CCC2)C=CC1